C(C1=CC=CC=C1)(=O)NC=1C=C(C=CC1)NC(=O)N1CCN(CC1)C1=CC=CC=C1 N-(3-benzoylaminophenyl)-4-phenylpiperazine-1-carboxamide